C(C1=CC=CC=C1)N1CCCN(CCN(CCC1)CC=1C(=C(C=C(C1)C)NC(CP(O)(O)=O)=O)O)CC=1C(=C(C=C(C1)C)NC(CP(O)(O)=O)=O)O {(8-benzyl-1,4,8-triazacycloundecane-1,4-diyl)bis[methylene(2-hydroxy-5-methyl-3,1-phenylene)azanediyl(2-oxoethane-2,1-diyl)]}bis(phosphonic acid)